ON1C(C(=CC=C1)NC(OCC1=CC=CC=C1)=O)=O benzyl (1-hydroxy-2-oxo-1,2-dihydropyridin-3-yl)carbamate